N1C=CC2=C(C=CC=C12)C=1SC=C(C1)N1C(COCC1)C 2-(1H-indol-4-yl)-4-(3-methylmorpholino)thiophene